C1CCCS(=O)(=O)OC(COS1(=O)=O)C propylene butanedisulfonate